seryl pentadecylate C(CCCCCCCCCCCCCC)(=O)OC([C@@H](N)CO)=O